NC=1N=C(SC1C(=O)C1=CC(=NO1)C(=O)NC1=CC=NC=C1)N(C1=CC=C(C=C1)F)[C@@H](C(=O)N)C |r| rac-5-[4-amino-2-(N-(2-amino-1-methyl-2-oxoethyl)-4-fluoro-anilino)thiazole-5-carbonyl]-N-(4-pyridyl)isoxazole-3-carboxamide